N-[(3S)-9-Fluoro-2-oxo-5-phenyl-1,3-dihydro-1,4-benzo-diazepin-3-yl]2-(2-fluorophenyl)-6-morpholin-4-yl-imidazo[1,2-b]pyridazine-3-carboxamide FC1=CC=CC=2C(=N[C@@H](C(NC21)=O)NC(=O)C2=C(N=C1N2N=C(C=C1)N1CCOCC1)C1=C(C=CC=C1)F)C1=CC=CC=C1